BrC1=C(C=CC(=C1)OC)C1=CC=CC=C1 2-bromo-4-methoxy-1,1'-biphenyl